4-amino-2-(2,6-dioxopiperidin-3-yl)isoindole NC=1C2=CN(C=C2C=CC1)C1C(NC(CC1)=O)=O